CC(C(=O)OC[C@H](NCC#N)C(=O)O)[C@@H]1C[C@H](CC1)O cyanomethyl-serine methyl-2-(trans-3-hydroxycyclopentyl)acetate